CC1CCCC2C1O2 epoxy-6-methylcyclohexane